(R)-4-(2-(1H-indol-4-yl)-6-(pyridin-4-yl)pyrido[3,2-d]pyrimidin-4-yl)-3-methylmorpholine N1C=CC2=C(C=CC=C12)C=1N=C(C2=C(N1)C=CC(=N2)C2=CC=NC=C2)N2[C@@H](COCC2)C